methoxymethyl-triphenylphosphonium hydroxide [OH-].COC[P+](C1=CC=CC=C1)(C1=CC=CC=C1)C1=CC=CC=C1